4-iodo-3-hydroxyquinoline IC1=C(C=NC2=CC=CC=C12)O